2-(1-naphthylphenoxy)-6,7-dihydropyrrolo[1,2-a]thiazolo[5,4-d]pyrimidine C1(=CC=CC2=CC=CC=C12)C1=C(OC=2SC3=NC=4N(C=C3N2)CCC4)C=CC=C1